1-(3-{5,7-dimethoxy-[1,3]thiazolo[4,5-b]pyridin-6-yl}-1H-pyrrolo[2,3-b]pyridin-6-yl)-3-[3-(dimethylamino)-2-fluoropropyl]urea COC1=C(C(=C2C(=N1)N=CS2)OC)C2=CNC1=NC(=CC=C12)NC(=O)NCC(CN(C)C)F